ClC1=C(C=CC(=C1)OC)C(C1=CNC2=C1C1=C(NC([C@](N1)(C)COC)=O)C=N2)O (2S)-9-((2-Chloro-4-methoxyphenyl)(hydroxy)methyl)-2-(methoxymethyl)-2-methyl-1,2,4,7-tetrahydro-3H-pyrrolo[3',2':5,6]pyrido[3,4-b]pyrazin-3-one